CC1=NC=C(C=C1)C1=NOC(=C1COC1=CC2=C(N=N1)CNCC2)C 2-Methyl-5-[5-methyl-4-({5H,6H,7H,8H-pyrido[3,4-c]pyridazin-3-yloxy}methyl)-1,2-oxazol-3-yl]pyridine